ClC1=C(C=C(OCC(=O)NC23CC(C2)(C3)NC=3C=2N(C=CN3)C=CC2)C=C1)F 2-(4-chloro-3-fluorophenoxy)-N-{3-[(pyrrolo[1,2-a]pyrazin-1-yl)amino]bicyclo[1.1.1]pentan-1-yl}acetamide